(5-(((tert-butyldimethylsilyl)oxy)methyl)pyridin-3-yl)carbamic acid tert-butyl ester C(C)(C)(C)OC(NC=1C=NC=C(C1)CO[Si](C)(C)C(C)(C)C)=O